N,4-dimethylpentanamide CNC(CCC(C)C)=O